ClC1=CC(=C(COC2=CC=CC(=N2)C2=CC(=C(CN3N(C4=CC(=CC=C4C3=O)C(=O)O)CC3(CC3)CC#N)C=C2F)F)C=C1)F 2-(4-(6-((4-chloro-2-fluorobenzyl)oxy)pyridin-2-yl)-2,5-difluorobenzyl)-1-((1-(cyanomethyl)cyclopropyl)methyl)-3-oxo-2,3-dihydro-1H-indazole-6-carboxylic acid